C[S@](=O)(=N)CC1=CC=C(CC=2C(NC3=CC=CC=C3C2)=O)C=C1 |o1:1| 3-(4-(((R or S)-methylsulfonimidoyl)methyl)benzyl)quinolin-2(1H)-one